(R)-8-(8-((2,3-dichlorophenyl)thio)-[1,2,4]triazolo[4,3-c]pyrimidin-5-yl)-8-azaspiro[4.5]decan-1-amine ClC1=C(C=CC=C1Cl)SC=1C=2N(C(=NC1)N1CCC3(CCC[C@H]3N)CC1)C=NN2